C12CN(CC(CC1)N2)C=2C(=C1CC[C@H](CC1=CC2)NC(=O)C2=C(C=1C(=NC(=CN1)C)S2)N)C#N N-((2R)-6-(3,8-diazabicyclo[3.2.1]octan-3-yl)-5-cyano-1,2,3,4-tetrahydronaphthalen-2-yl)-7-amino-3-methylthieno[2,3-b]pyrazine-6-carboxamide